NC=1C(NC(N(N1)C1=CC(=C(C(=C1)Cl)OC=1C=C2C3(C(NC2=CC1)=O)C(C3)C)Cl)=O)=O 6-amino-2-(3,5-dichloro-4-((2-methyl-2'-oxospiro[cyclopropane-1,3'-indoline]-5'-yl)oxy)phenyl)-1,2,4-triazine-3,5(2h,4h)-dione